C(N)(OC(CO[Si](C)(C)C(C)(C)C)C1=CC(=CC=C1)Cl)=O 2-((tert-butyldimethylsilyl)oxy)-1-(3-chlorophenyl)ethyl carbamate